C(C)(=O)N(C(C=CC1=CC=C(C=C1)Cl)=O)C1=C(C(=NN1)C1=CC=NC=C1)C N-Acetyl-3-(4-chlorophenyl)-N-(4-methyl-3-(pyridin-4-yl)-1H-pyrazol-5-yl)propenamide